O=C(CCNCC1=NNC(C2=CC=CC=C12)=O)N1C2CN(CC1CC2)C2=NC=C(C=N2)C(F)(F)F 4-(((3-oxo-3-(3-(5-(trifluoromethyl)pyrimidin-2-yl)-3,8-diazabicyclo[3.2.1]octan-8-yl)propyl)amino)methyl)phthalazin-1(2H)-one